CSC1=NC(=CN(N1)NCC)NCC 2-methylthio-4,6-diethylamino-1,3,4-triazine